C(C1=CC=CC=C1)C=1C(=CNC1)S(=O)(=O)NC1=C(C=C(C=C1)C#N)F 4-benzyl-N-(4-cyano-2-fluorophenyl)-1H-pyrrole-3-sulfonamide